BrC=1C=C(CNC(C2=CC(=CC=C2)N2[C@]3(OC4=C([C@@H](NC2=O)C3)C=CC=C4)C)=O)C=C(C1)Br N-(3,5-dibromobenzyl)-3-((2S,6S)-2-methyl-4-oxo-5,6-dihydro-2H-2,6-methanobenzo[g][1,3,5]oxadiazocin-3(4H)-yl)benzamide